3-(benzo[d]oxazol-4-yl)-6-fluoro-3,4-dihydroquinazolin-2(1H)-one O1C=NC2=C1C=CC=C2N2C(NC1=CC=C(C=C1C2)F)=O